FC(C1=CC=C(C=C1)C1CCN(CC1)C(=O)C1CC2(C1)NC(OC2)=O)(F)F (2s,4s)-2-(4-(4-(Trifluoromethyl)phenyl)piperidine-1-carbonyl)-7-oxa-5-azaspiro[3.4]octan-6-one